C1(CC1)C=1N=C(SC1C(=O)N1CCC(CC1)N1C[C@@H](CCC1)C)N[C@@H](C)C1=NC=CC=C1F |&1:24| (4-cyclopropyl-2-{[(1SR)-1-(3-fluoropyridin-2-yl)ethyl]amino}-1,3-thiazol-5-yl)[(3R)-3-methyl[1,4'-bipiperidine]-1'-yl]methanone